C(C)OC(=O)C=1C(=C(NC1)C1=CC=C(C=C1)C(F)(F)F)C=1C=NC=CC1 (pyridin-3-yl)-2-(4-(trifluoromethyl)phenyl)Azole-4-carboxylic acid ethyl ester